CC1(NC=2C=CC=C3C(=CC=C(N1)C23)/N=N/C2=CC=C(C3=CC=CC=C23)/N=N/C2=CC=C(C=C2)CCO)C 2-(4-((E)-(4-((E)-(2,2-dimethyl-2,3-dihydro-1H-perimidin-6-yl)diazenyl)naphthalen-1-yl)diazenyl)phenyl)ethanol